7-(4-(2-(((2-(2,6-dioxopiperidin-3-yl)-1-oxoisoindolin-5-yl)methyl)amino)-1,1-difluoro-2-oxoethyl)phenyl)-N-hydroxyheptanamide O=C1NC(CCC1N1C(C2=CC=C(C=C2C1)CNC(C(F)(F)C1=CC=C(C=C1)CCCCCCC(=O)NO)=O)=O)=O